N1=CC=C2N1C[C@H]1C[C@]3(CCCN3[C@H]12)CO ((3bR,7aR,8aR)-6,7,8,8a-tetrahydro-5H,9H-pyrazolo[1',5':1,5]pyrrolo[3,4-b]pyrrolizin-7a(3bH)-yl)methanol